ClC1=CC2=C(C=C3N2C(=NN(C3=O)CC(=O)N[C@H]3COCCC3)C(C)C)S1 (R)-2-(2-Chloro-5-isopropyl-8-oxothieno[2',3':4,5]pyrrolo[1,2-d][1,2,4]triazin-7(8H)-yl)-N-(tetrahydro-2H-pyran-3-yl)acetamid